2-(4,4-difluoropiperidin-1-yl)-N-(furan-2-yl)-6-methoxy-7-(3-(pyrrolidin-1-yl)propoxy)quinazolin-4-amine FC1(CCN(CC1)C1=NC2=CC(=C(C=C2C(=N1)NC=1OC=CC1)OC)OCCCN1CCCC1)F